C(C)(=O)N1CC(CC1)(C)N1CC2=C(N=C(N=C2N[C@H](C)C2=C(C(=CC=C2)C(F)F)F)C)C=C1 6-(1-Acetyl-3-methylpyrrolidin-3-yl)-4-(((R)-1-(3-(difluoromethyl)-2-fluorophenyl)ethyl)amino)-2-methylpyrido[4,3-d]pyrimidine